2-phenyl-3-(4-methoxyphenyl)allylsulfide C1(=CC=CC=C1)C(CSCC(=CC1=CC=C(C=C1)OC)C1=CC=CC=C1)=CC1=CC=C(C=C1)OC